NC1=NNC2=CC=C(C(=C12)OC1=C(C=CC(=C1)F)Cl)NC(=O)N1CC(C2=CC(=CC=C12)F)(C(F)(F)F)O N-(3-Amino-4-(2-chloro-5-fluorophenoxy)-1H-indazol-5-yl)-5-fluoro-3-hydroxy-3-(trifluoromethyl)indoline-1-carboxamide